C(C)(C)C1=CC=C(CNCCNCC2=CC=C(C=C2)C(C)C)C=C1 N,N'-Bis(4-isopropylbenzyl)-1,2-ethanediamine